N-(2-(1,1-Dioxidothiomorpholino)ethyl)-4-(isopropylamino)-2-(6-oxo-1,6-dihydropyridin-3-yl)thieno[2,3-b]pyridin-5-carboxamid O=S1(CCN(CC1)CCNC(=O)C=1C(=C2C(=NC1)SC(=C2)C2=CNC(C=C2)=O)NC(C)C)=O